methyl 3-(6-bromopyridin-2-yl)-4-((tert-butoxycarbonyl)(methyl)amino)butanoate BrC1=CC=CC(=N1)C(CC(=O)OC)CN(C)C(=O)OC(C)(C)C